FC1=C(C#N)C=CC(=C1)C=1N=C(N(C(C1C1=CC=C(C=C1)OC)=O)C)NC[C@H]1CNCC1 2-fluoro-4-{5-(4-methoxy-phenyl)-1-methyl-6-oxo-2-[(3R)-(pyrrolidin-3-ylmethyl)-amino]-1,6-dihydro-pyrimidin-4-yl}-benzonitrile